8-bromo-6-cyclopropyl-2-(((5-(methoxymethyl)-2-(methylthio)pyrimidin-4-yl)oxy)methyl)imidazo[1,2-a]pyridine BrC=1C=2N(C=C(C1)C1CC1)C=C(N2)COC2=NC(=NC=C2COC)SC